disulfanediylbis(ethane-2,1-diyl) bis(3-(didodecylamino)propanoate) C(CCCCCCCCCCC)N(CCC(=O)OCCSSCCOC(CCN(CCCCCCCCCCCC)CCCCCCCCCCCC)=O)CCCCCCCCCCCC